Pyrimidintrion N=1C(NC(C(C1)=O)=O)=O